4-methyl-6-({1-[(3RS)-2-oxopiperidin-3-yl]azetidin-3-yl}amino)-3,4-dihydroisoquinolin-1(2H)-one CC1CNC(C2=CC=C(C=C12)NC1CN(C1)[C@H]1C(NCCC1)=O)=O |r|